N[C@H](C(=O)O)CCS(=O)(=N)CCC(C(F)(F)F)CC1=CC=CC=C1 (2s)-2-amino-4-(3-benzyl-4,4,4-trifluorobutylsulfonimidoyl)butanoic acid